N-((R)-1-(3-bromo-2,5-difluorophenyl)ethyl)-2-methylpropane-2-sulfinamide BrC=1C(=C(C=C(C1)F)[C@@H](C)NS(=O)C(C)(C)C)F